(2-((5-Chloro-2-((4-(2-(dimethylamino)-7-azaspiro[3.5]nonan-7-yl)-5-ethyl-2-methoxyphenyl)amino)pyrimidin-4-yl)amino)-4-(trifluoromethyl)phenyl)dimethylphosphine oxide ClC=1C(=NC(=NC1)NC1=C(C=C(C(=C1)CC)N1CCC2(CC(C2)N(C)C)CC1)OC)NC1=C(C=CC(=C1)C(F)(F)F)P(C)(C)=O